CC(=CC(=O)N[C@@H](C(C)C)C(=O)O)C dimethylacrylvaline